OC[C@H](C(C)(C)C)NC(=O)C=1N=C2N(C=CC(=C2)C)C1 (S)-N-(1-hydroxy-3,3-dimethylbut-2-yl)-7-methylimidazo[1,2-a]Pyridine-2-carboxamide